CC=1N=C(SC1S(=O)(=O)N1CCN(CC1)C[C@H](C)NC1=NC=NC2=C(C=CC=C12)C(=O)N1CCCC1)NC(OC)=O methyl N-[4-methyl-5-({4-[(2S)-2-{[8-(pyrrolidine-1-carbonyl)quinazolin-4-yl]amino}propyl]piperazin-1-yl}sulfonyl)-1,3-thiazol-2-yl]carbamate